NC1=NN(C=C1)C(=O)C1=C(OC2=C1C=C(C=C2)OCC=2C(=NC=CC2)C(F)(F)F)C (3-amino-1H-pyrazol-1-yl)(2-methyl-5-((2-(trifluoromethyl)pyridin-3-yl)methoxy)benzofuran-3-yl)methanone